6-chloro-1-methyl-N-(1-(3,4,5-trimethoxyphenyl)-1H-imidazol-4-yl)-1H-pyrazolo[3,4-d]pyrimidin-4-amine ClC1=NC(=C2C(=N1)N(N=C2)C)NC=2N=CN(C2)C2=CC(=C(C(=C2)OC)OC)OC